[Co]=O.[Pt] platinum-cobalt oxide